ClC1=NC2=C(C=3C=CC(=CC13)C(=O)OCC)NC(C2=O)=O ethyl 5-chloro-2,3-dioxo-2,3-dihydro-1H-pyrrolo[3,2-c]isoquinoline-7-carboxylate